ethyl 6-chloro-3-fluoroquinoline-4-carboxylate ClC=1C=C2C(=C(C=NC2=CC1)F)C(=O)OCC